CC(C)(S(=O)NCC1=NC=CC(=C1F)C=1C=C2C(=NN(C2=CC1)C(C)C)COC1=C(C=CC=C1)CC(=O)OCC)C (-)-ethyl 2-(2-((5-(2-((1,1-dimethylethyl sulfinamido)methyl)-3-fluoropyridin-4-yl)-1-isopropyl-1H-indazol-3-yl)methoxy)phenyl)acetate